tert-butyl [7-(morpholin-4-yl)-2,4-dioxo-3,4-dihydropyrido[3,2-d]pyrimidin-1(2H)-yl]acetate N1(CCOCC1)C1=CC=2N(C(NC(C2N=C1)=O)=O)CC(=O)OC(C)(C)C